FC1=CC=C(C=C1)C1=NN(C=C1C1=C2C(=NC=C1)C(N(C2=O)C)=O)COCC[Si](C)(C)C 4-(3-(4-fluorophenyl)-1-((2-(trimethylsilyl)ethoxy)methyl)-1H-pyrazol-4-yl)-6-methyl-5H-pyrrolo[3,4-b]pyridine-5,7(6H)-dione